N-formyl-methylsulfonyl-leucyl-phenylalanine C(=O)N([C@@H](CC(C)C)C(=O)N[C@@H](CC1=CC=CC=C1)C(=O)O)S(=O)(=O)C